ClC1=C(C=CC(=C1)F)C1=CNC(C2=CC(=CC=C12)O[C@@H](C(=O)N1CC(CCC1)(F)F)C)=O (R)-4-(2-chloro-4-fluorophenyl)-7-((1-(3,3-difluoropiperidin-1-yl)-1-oxopropan-2-yl)oxy)isoquinolin-1(2H)-one